FC=1N=BNC1F 4,5-difluoro-1H-1,3,2-diazaborole